2-[5-(1-methyl-1H-pyrazol-4-yl)-1,3-thiazol-2-yl]ethan-1-one CN1N=CC(=C1)C1=CN=C(S1)CC=O